C(#N)C1=C(C=NC=C1)C=1C=CC(=C(C1)N1C[C@@H](N(CC1)C(=O)OC(C)(C)C)COS(=O)(=O)C)NC(=O)C1=NC(=NC=C1)C1=C(C=CC=C1OC)F tert-butyl (R)-4-(5-(4-cyanopyridin-3-yl)-2-(2-(2-fluoro-6-methoxyphenyl)pyrimidine-4-carboxamido)phenyl)-2-(((methylsulfonyl)oxy)methyl)piperazine-1-carboxylate